(4S)-7-chloro-6-(2,6-difluorophenyl)-1,4,8-trimethyl-4H-[1,2,4]triazolo[4,3-a][1,4]benzodiazepine ClC1=C(C=CC2=C1C(=N[C@H](C=1N2C(=NN1)C)C)C1=C(C=CC=C1F)F)C